7-(1H-indazol-6-yl)-1-(2-(tetrahydro-2H-pyran-4-yl)ethyl)-3,4-dihydropyrazino[2,3-b]pyrazin-2(1H)-one N1N=CC2=CC=C(C=C12)C1=CN=C2C(=N1)N(C(CN2)=O)CCC2CCOCC2